C(C)(C)S(=O)(=O)C1=CC=C(C=C1)C(CO)C1=NC2=C(N1)C=C(C(=C2Cl)C2=C(C=CC=C2)OC(F)(F)F)Cl 2-(4-((isopropyl)sulfonyl)phenyl)-2-(4,6-dichloro-5-(2-(trifluoromethoxy)phenyl)-1H-benzo[d]imidazol-2-yl)ethanol